OC1=C(C=CC(=C1)N(C)C)N1N=C2C(=N1)C=CC(=C2)C(=O)OCC 2-(2-hydroxy-4-dimethylaminophenyl)-5-ethoxycarbonyl-2H-benzotriazole